1-[[2,6-Dimethoxy-4-(2-Methyl-1-Oxo-2,7-Naphthyridin-4-Yl)Phenyl]Methyl]-N-[2-(2-[[2-(2,6-Dioxopiperidin-3-Yl)-1,3-Dioxoisoindol-4-Yl]Amino]Ethoxy)Ethyl]Azetidine-3-Sulfonamide COC1=C(C(=CC(=C1)C1=CN(C(C2=CN=CC=C12)=O)C)OC)CN1CC(C1)S(=O)(=O)NCCOCCNC1=C2C(N(C(C2=CC=C1)=O)C1C(NC(CC1)=O)=O)=O